NC=1C=C(C(=O)N2C(CC(C2)OC)C(=O)N)C=CC1F 1-(3-amino-4-fluorobenzoyl)-4-methoxypyrrolidine-2-carboxamide